benzyl-N,N-diethyldithio-carbamate C(C1=CC=CC=C1)SC(N(CC)CC)=S